3-(6-methylpyridin-2-yl)azetidine-1-carboxylic acid tert-butyl ester C(C)(C)(C)OC(=O)N1CC(C1)C1=NC(=CC=C1)C